4-hydroxy-3,5-dimethoxybenzyl-4-hydroxy-3,5-dimethoxybenzoate OC1=C(C=C(COC(C2=CC(=C(C(=C2)OC)O)OC)=O)C=C1OC)OC